2-Bromo-4-(3-(6-methylpyridin-2-yl)-1-trityl-1H-pyrazol-4-yl)pyridine BrC1=NC=CC(=C1)C=1C(=NN(C1)C(C1=CC=CC=C1)(C1=CC=CC=C1)C1=CC=CC=C1)C1=NC(=CC=C1)C